2,4-dihydroxy-benzoic acid OC1=C(C(=O)O)C=CC(=C1)O